IC=1N(C=2C=CC=C(C2C1)NC1CCN(CC1)C(C)C)CC(F)(F)F 2-iodo-N-(1-isopropylpiperidin-4-yl)-1-(2,2,2-trifluoroethyl)-1H-indol-4-amine